3-[(7-benzyloxy-4-bromo-3-tetrahydropyran-4-yl-1-isoquinolyl)oxy]cyclobutanecarboxylic acid C(C1=CC=CC=C1)OC1=CC=C2C(=C(N=C(C2=C1)OC1CC(C1)C(=O)O)C1CCOCC1)Br